(4R)-8-chloro-4-ethyl-1,1-dioxo-3,4-dihydro-2H-pyrido[2,3-b][1,4,5]oxathiazepin ClC1=CC2=C(O[C@@H](CNS2(=O)=O)CC)N=C1